(+/-)-trans-methyl 3-((2-(2-chloro-5H-pyrrolo[2,3-b]pyrazin-7-yl)quinazolin-4-yl)amino)bicyclo[2.2.2]octane-2-carboxylate ClC=1N=C2C(=NC1)NC=C2C2=NC1=CC=CC=C1C(=N2)NC2C(C1CCC2CC1)C(=O)OC